maleic acid thioester S1OC(\C=C/C(=O)O1)=O